C(CCCCCCCCC)C1=CC=C(C=C1)C1=NOC(=N1)/C=C/CNC(OC(C)(C)C)=O tert-butyl (E)-(3-(3-(4-decylphenyl)-1,2,4-oxadiazol-5-yl)allyl)carbamate